(R)-tert-Butyl (1-(7-carbamoyl-2-(1-ethyl-1H-indol-2-yl)-1-methyl-1H-benzo[d]imidazole-5-carbonyl)piperidin-3-yl)carbamate C(N)(=O)C1=CC(=CC2=C1N(C(=N2)C=2N(C1=CC=CC=C1C2)CC)C)C(=O)N2C[C@@H](CCC2)NC(OC(C)(C)C)=O